2-{3-[2-amino-6-(4-{[4-(2,2,2-trifluoroethyl)piperazin-1-yl]methyl}phenyl)-7H-pyrrolo[2,3-d]pyrimidin-4-yl]-2-(hydroxymethyl)phenyl}-6-cyclopropyl-8-fluoroisoquinolin-1(2H)-one NC=1N=C(C2=C(N1)NC(=C2)C2=CC=C(C=C2)CN2CCN(CC2)CC(F)(F)F)C=2C(=C(C=CC2)N2C(C1=C(C=C(C=C1C=C2)C2CC2)F)=O)CO